BrC1C(C(CCC1)C(=O)OCC)=O ethyl 3-bromo-2-oxocyclohexane-1-carboxylate